methyl 2-benzyl-6-(2-chloro-4-methylphenyl)-1H-benzo[d]imidazole-4-carboxylate C(C1=CC=CC=C1)C1=NC2=C(N1)C=C(C=C2C(=O)OC)C2=C(C=C(C=C2)C)Cl